3-(5-(2,6-dichlorophenyl)-1,3,4-oxadiazol-2-yl)-5-(1-(1-ethylpiperidin-4-yl)-1H-pyrazol-4-yl)pyridin-2-amine ClC1=C(C(=CC=C1)Cl)C1=NN=C(O1)C=1C(=NC=C(C1)C=1C=NN(C1)C1CCN(CC1)CC)N